2-methylpyrrolidine-2-carboxylic acid CC1(NCCC1)C(=O)O